C(=O)O.FC(C)(F)C=1C(=C(C=CC1)[C@@H](C)NC1=NC(=NC2=CC=C(C=C12)C=1C=CC(=C(C1)CC(=O)N(C)C)O)C)F (R)-2-(5-(4-((1-(3-(1,1-difluoroethyl)-2-fluorophenyl)ethyl)amino)-2-methylquinazolin-6-yl)-2-hydroxyphenyl)-N,N-dimethylacetamide formate